N=1C(C=C2C1C=NC=C2)=O pyrrolo[2,3-c]pyridone